NC1=C(C(=O)NC2=CC=CC=C2)C=CC=N1 2-AMINO-N-PHENYL-NICOTINAMIDE